N-(3-methoxybenzyl)-5-(2-(2-(3-methoxyphenoxy)ethoxy)ethoxy)-N-(3-(pyrrolidin-1-yl)benzyl)pyridin-2-amine COC=1C=C(CN(C2=NC=C(C=C2)OCCOCCOC2=CC(=CC=C2)OC)CC2=CC(=CC=C2)N2CCCC2)C=CC1